2-(2-bromo-3-fluorophenyl)acetonitrile BrC1=C(C=CC=C1F)CC#N